C(C(C)C)C1(C(N(C(N1C1=CC=CC=C1)=O)C1=CC=CC=C1)=O)O 5-isobutyl-5-hydroxy-1,3-diphenyl-2,4-imidazolinedione